sulfophenyl ether sodium salt [Na+].S(=O)(=O)([O-])C1=C(C=CC=C1)OC1=C(C=CC=C1)S(=O)(=O)[O-].[Na+]